CC1=CCC(CC1)O 4-methyl-cyclohex-3-en-1-ol